ethyl 9-[2-(azetidin-1-yl)thiazol-5-yl]-6-tert-butyl-10-methoxy-2-oxo-6,7-dihydro-2H-pyrido[2,1-a]isoquinoline-3-carboxylate N1(CCC1)C=1SC(=CN1)C=1C=C2CC(N3C(C2=CC1OC)=CC(C(=C3)C(=O)OCC)=O)C(C)(C)C